C(C1=CC=CC=C1)N1C[C@H]([C@@H](C1)C1=CC=C(C=C1)F)C(=O)OC |r| Methyl (±)-trans-1-benzyl-4-(4-fluorophenyl)pyrrolidine-3-carboxylate